C1(CC1)C[C@@H](C(SCCC(F)(F)F)=O)NC(C[C@H]1N(C(CC1)=S)CC1=C(C(=CC=C1)F)F)=S S-(3,3,3-Trifluoropropyl) (S)-3-cyclopropyl-2-(2-((S)-1-(2,3-difluorobenzyl)-5-thioxopyrrolidin-2-yl)ethanethioamido)propanethioate